C(C)NC(=O)C1=CC(=CC=2N1N=CC2)C N-ethyl-5-methylpyrazolo[1,5-a]pyridine-7-carboxamide